4-thiophenylmethylene-2,6-di-tert-butyl-2,5-cyclohexadiene-1-one S1C(=CC=C1)C=C1C=C(C(C(=C1)C(C)(C)C)=O)C(C)(C)C